CC=1C=C(C=CC1)[C@@H](C)N (R)-1-(3-methylphenyl)ethylamine